C(N)(=N)C1=CC=C(C(=O)Cl)C=C1 4-guanylbenzoyl chloride